(4-methoxyphenyl)benzoFuran-6-carbaldehyde COC1=CC=C(C=C1)C=1OC2=C(C1)C=CC(=C2)C=O